N-(4-{[6-(5-chloro-2-fluoro-phenyl)-3-[(1s,3s)-3-(hydroxy-methyl)cyclobutoxy]pyridazin-4-yl]amino}pyridin-2-yl)-3-(4-methylpiperazin-1-yl)propan-amide ClC=1C=CC(=C(C1)C1=CC(=C(N=N1)OC1CC(C1)CO)NC1=CC(=NC=C1)NC(CCN1CCN(CC1)C)=O)F